(7R)-N-(3,3-diphenylpropyl)-7-isobutyl-4,8-dioxo-9-phenethyloctahydropyrimido[1,2-a][1,4]diazepine-1(2H)-carboxamide C1(=CC=CC=C1)C(CCNC(=O)N1CCC(N2C1CN(C([C@@H](C2)CC(C)C)=O)CCC2=CC=CC=C2)=O)C2=CC=CC=C2